diglycerol α-monomyristate C(CCCCCCCCCCCCC)(=O)O.OCC(O)CO.OCC(O)CO